Cl.N1CC(C1)N(C(OC(C)(C)C)=O)C tert-butyl N-(azetidin-3-yl)-N-methyl-carbamate hydrochloride